O[C@@H]1C[C@H](N(C1)C(=O)C1=CN(C2=CC=CC=C12)C)C(=O)N[C@@H](CC1=CC2=CC=CC=C2C=C1)C(=O)N(CC1=CC=CC=C1)C (4R)-4-hydroxy-1-[(1-methyl-1H-indol-3-yl)carbonyl]-L-prolyl-N-methyl-3-(2-naphthyl)-N-(phenylmethyl)-L-alaninamide